isopropyl (R)-4-(5,6-difluoro-3,3-dimethylindolin-1-yl)-2-((4-(2-((dimethylamino)methyl)pyrrolidin-1-yl)-2-methoxy-5-nitrophenyl)amino)pyrimidine-5-carboxylate FC=1C=C2C(CN(C2=CC1F)C1=NC(=NC=C1C(=O)OC(C)C)NC1=C(C=C(C(=C1)[N+](=O)[O-])N1[C@H](CCC1)CN(C)C)OC)(C)C